tert-butyl 2-(methyl(m-tolyl)carbamoyl)indoline-1-carboxylate CN(C(=O)C1N(C2=CC=CC=C2C1)C(=O)OC(C)(C)C)C=1C=C(C=CC1)C